5-(2,5-dimethyl-1,2,3,4-tetrahydroisoquinolin-7-yl)-3-(quinolin-4-ylmethoxy)pyrazin-2-amine CN1CC2=CC(=CC(=C2CC1)C)C=1N=C(C(=NC1)N)OCC1=CC=NC2=CC=CC=C12